FC1=C(C=C2C=NN(C2=C1)C1=C(C=CC=C1)F)C=O 6-fluoro-1-(2-fluorophenyl)-1H-indazole-5-carbaldehyde